C12C(C3CC(CC(C1)C3)C2)OCCNC(=O)C2=NN(C(=C2C)C2=CC=C(C=C2)Cl)C2=C(C=C(C=C2)Cl)Cl N-(2-(((1r,3r,5r,7r)-adamantan-2-yl)oxy)ethyl)-5-(4-chloro-phenyl)-1-(2,4-dichlorophenyl)-4-methyl-1H-pyrazole-3-carboxamide